S(C)(=O)(=O)O.C1(CC1)[C@H](C)NC(=O)C1=NNC(=C1)C=1C=C(C=CC1)C=1OC(=CN1)C(=O)NC(CC)CC (S)-2-(3-(3-((1-cyclopropylethyl)carbamoyl)-1H-pyrazol-5-yl)phenyl)-N-(pentan-3-yl)oxazole-5-carboxamide mesylate